(2R,3R,4R,5R)-2-(4-aminopyrrolo[2,1-f][1,2,4]triazin-7-yl)-2-cyano-5-(((isopropoxycarbonyl)oxy)methyl)tetrahydrofuran-3,4-diyl bis(2-methylpropanoate) CC(C(=O)O[C@H]1[C@](O[C@@H]([C@H]1OC(C(C)C)=O)COC(=O)OC(C)C)(C#N)C1=CC=C2C(=NC=NN21)N)C